2-amino-5-(4-chlorophenoxy)-4'-sulfamoyl-[1,1'-biphenyl]-3-carboxamide NC1=C(C=C(C=C1C(=O)N)OC1=CC=C(C=C1)Cl)C1=CC=C(C=C1)S(N)(=O)=O